6-(benzylthio)-3-(4-methoxybenzyl)-2-methyl-4-oxo-3,4-dihydropyrido[3,4-d]pyrimidine-5-carbonitrile C(C1=CC=CC=C1)SC1=C(C2=C(N=C(N(C2=O)CC2=CC=C(C=C2)OC)C)C=N1)C#N